FC1=C(C=CC(=C1)C)C1=CN=C(N1)C1N(CCCC1)C(C(C)SC)=O (2-(5-(2-fluoro-4-methylphenyl)-1H-imidazol-2-yl)piperidin-1-yl)-2-(methylsulfanyl)propan-1-one